tert-butyl(3-cyano-4-(5,5-dimethyl-1,3,2-dioxaborinan-2-yl)-7-fluorobenzo[b]thiophene-2-yl)carbamate C(C)(C)(C)OC(NC1=C(C2=C(S1)C(=CC=C2B2OCC(CO2)(C)C)F)C#N)=O